1-(1-{6-chloro-2-[(5-chloro-1-cyclopropyl-1H-pyrazol-4-yl)amino]quinazolin-7-yl}piperidin-4-yl)azetidin-3-ol ClC=1C=C2C=NC(=NC2=CC1N1CCC(CC1)N1CC(C1)O)NC=1C=NN(C1Cl)C1CC1